5-tert-butyl-2-(4-methylpiperidin-4-yl)-1,3-benzoxazole C(C)(C)(C)C=1C=CC2=C(N=C(O2)C2(CCNCC2)C)C1